(S)-8-(((2S,3R)-3-(benzyloxy)-1-(methylamino)-1-oxobutan-2-yl)carbamoyl)-2-(2-phenylacetyl)-2,6-diazaspiro[3.4]octane-6-carboxylate C(C1=CC=CC=C1)O[C@@H]([C@@H](C(=O)NC)NC(=O)[C@@H]1CN(CC12CN(C2)C(CC2=CC=CC=C2)=O)C(=O)[O-])C